methyl 2-((5-(2-((4-cyano-2-fluorobenzyl)oxy)pyrimidin-4-yl)-3,4,5,6-tetrahydropyrrolo[3,4-c]pyrrol-2(1H)-yl)methyl)-1-(2-methoxyethyl)-1H-benzo[d]imidazole-6-carboxylate C(#N)C1=CC(=C(COC2=NC=CC(=N2)N2CC3=C(C2)CN(C3)CC3=NC2=C(N3CCOC)C=C(C=C2)C(=O)OC)C=C1)F